S1C=CNCC1 5,6-dihydro-4H-1,4-thiazine